C(=O)O.FC(C1=C(CN2N=CC(=C2)NC(=O)C2=NC(=NO2)C2=CC(=CC=C2)F)C=CC(=C1)C(F)(F)F)(F)F N-(1-(2,4-bis(trifluoromethyl)benzyl)-1H-pyrazol-4-yl)-3-(3-fluorophenyl)-1,2,4-oxadiazole-5-carboxamide formate